O1CCN(CC1)CCCN1C=C2C(=CC3=CN(C=C4C3=C2C(=C1)C=C4C4=CC=C(C=C4)CN4CCCC4)CCCN4CCOCC4)NCCN4CCCC4 2,7-bis(3-morpholinopropyl)-4-((2-(pyrrolidin-1-yl)ethyl)amino)-9-(4-(pyrrolidin-1-yl-methyl)phenyl)benzo[lmn][3,8]phenanthroline